C1(=CC=C(C=C1)N(C1=CC=2C3(C4=CC=CC=C4C2C=C1)C1=CC=CC=C1C=1C=CC=CC13)C1=CC=C(C(=C1)C1=CC=CC=C1)C1=CC=C(C=C1)C1=CC=CC=C1)C1=CC=CC=C1 (biphenyl-4-yl)-(1,1':2',1'':4'',1'''-quaterphenyl-5'-yl)-(9,9'-spirobifluoren-2-yl)amine